4-oxo-N-(6-(N-(thien-2-ylsulfonyl)thiophene-2-sulfonylamino)benzo[d]thiazol-2-yl)cyclohexane-1-carboxamide O=C1CCC(CC1)C(=O)NC=1SC2=C(N1)C=CC(=C2)N(S(=O)(=O)C=2SC=CC2)S(=O)(=O)C=2SC=CC2